ClC1=CC=C2C(=N1)N(C=C2C(=O)O)C 6-chloro-1-methyl-pyrrolo[2,3-b]pyridine-3-carboxylic acid